C(C)(C)N[SiH2]NC(C)C di(isopropyl-amino)silane